4,4'-bis(1,3-dioxo-1,3-dihydroisobenzofuran-5-carbonyloxy)Biphenyl O=C1OC(C2=CC(=CC=C12)C(=O)OC1=CC=C(C=C1)C1=CC=C(C=C1)OC(=O)C=1C=C2C(OC(C2=CC1)=O)=O)=O